(phenoxy(phenyl)thiophosphoryl)-L-alanine methyl ester COC([C@@H](NP(=S)(C1=CC=CC=C1)OC1=CC=CC=C1)C)=O